7-(3-(4-chloro-6-methylpyridin-3-yl)-7,8-dihydro-1,6-naphthyridin-6(5H)-yl)-2-(difluoromethyl)-8,9-dimethyl-4H-pyrimido[1,2-b]pyridazin-4-one ClC1=C(C=NC(=C1)C)C=1C=NC=2CCN(CC2C1)C=1C(=C(C=2N(N1)C(C=C(N2)C(F)F)=O)C)C